FC1=C(C=CC(=C1)F)S(=O)(=O)NC1=CC=C2CCCN(C2=C1)S(=O)(=O)CC1=CC=C(C=C1)C 2,4-difluoro-N-(1-((4-methylbenzyl)sulfonyl)-1,2,3,4-tetrahydroquinolin-7-yl)benzenesulfonamide